ClC1=NC(=NC(=C1C1=CC=CC=C1)NS(=O)(=O)C1=CC=C(C=C1)Cl)NC(\C(=C(\C=1C=NOC1C)/O)\C#N)=O (Z)-N-(4-chloro-6-((4-chlorophenyl)sulfonamido)-5-phenylpyrimidin-2-yl)-2-cyano-3-hydroxy-3-(5-methylisoxazol-4-yl)acrylamide